hydroxyacetic acid anion OCC(=O)[O-]